ClC=1C=C(C=CC1F)NC(=O)C=1N(C=C2C1CCC2NC(OCC2=NNC=N2)=O)C (1H-1,2,4-triazol-3-yl)methyl (1-((3-chloro-4-fluorophenyl)carbamoyl)-2-methyl-2,4,5,6-tetrahydrocyclopenta[c]pyrrol-4-yl)carbamate